C(C)S(=O)(=O)C1=CC(=C(OC=2C=C(OCCOC3CCN(CC3)C(=O)OC(C)(C)C)C=CC2)C=C1)C=1C2=C(C(N(C1)C)=O)N(C=C2)S(=O)(=O)C2=CC=C(C=C2)C tert-butyl 4-[2-[3-[4-ethylsulfonyl-2-[6-methyl-7-oxo-1-(p-tolylsulfonyl)pyrrolo[2,3-c]pyridin-4-yl]phenoxy]phenoxy]ethoxy]piperidine-1-carboxylate